CC(C(=O)O)C(CCCC)C1=CC=CC=C1 2-methyl-3-phenylheptanoic acid